C(C)N1C(CCCCC1)=O N-ethylcaprolactam